O=S.[NH4+] ammonium oxysulfide